2-Hydroxyethyl-2-oxazolidon OCCC1C(N=[C-]O1)=O